C(=O)O.FC1=CC(=CC2=C1OCC1=NN(C=C12)C)C(=O)N 6-fluoro-2-methyl-2,4-dihydrochromeno[3,4-c]pyrazole-8-carboxamide formate